dideutero-1,1,2,2-tetrachloroethane [2H]C(C(Cl)(Cl)[2H])(Cl)Cl